O=C1NC(CCC1C1=NN(C2=C(C=CC=C12)N1C[C@H](N(CC1)CC1CCN(CC1)C(=O)OC(C)(C)C)C)C)=O tert-butyl 4-(((2R)-4-(3-(2,6-dioxopiperidin-3-yl)-1-methyl-1H-indazol-7-yl)-2-methylpiperazin-1-yl)methyl)piperidine-1-carboxylate